t-butoxyhexyl-cyclopentadiene C(C)(C)(C)OCCCCCCC1=CC=CC1